1,8-dihydroxy-3-carboxyl-anthraquinone OC1=CC(=CC=2C(C3=CC=CC(=C3C(C12)=O)O)=O)C(=O)O